N'-hydroxytetrahydrofuran-3-carboxamidine ON=C(N)C1COCC1